6-cyano-1-methyl-4-[4-(5-methyl-1,3-benzoxazol-2-yl)piperidin-1-yl]-2-oxo-7-({[(3R)-oxolan-3-yl]methyl}amino)-1,2-dihydroquinoline-3-carboxamide C(#N)C=1C=C2C(=C(C(N(C2=CC1NC[C@@H]1COCC1)C)=O)C(=O)N)N1CCC(CC1)C=1OC2=C(N1)C=C(C=C2)C